(R)-3-(1-acetyl-4-hydroxypiperidin-4-yl)-5-((1-(3-(difluoromethyl)-2-fluorophenyl)ethyl)amino)-1,7,8-Trimethyl-1,6-naphthyridin-2(1H)-one C(C)(=O)N1CCC(CC1)(O)C=1C(N(C2=C(C(=NC(=C2C1)N[C@H](C)C1=C(C(=CC=C1)C(F)F)F)C)C)C)=O